COC1=CC=2CCC3=CC(=CC=C3C2C(=C1)OC)O 2,4-dimethoxy-9,10-dihydrophenanthrene-7-ol